tert-butyl benzyl((E)-5-((2R,3S,4R,5R)-5-(5-bromo-4-chloro-7H-pyrrolo[2,3-d]pyrimidin-7-yl)-3,4-dihydroxytetrahydrofuran-2-yl)pent-2-en-1-yl)carbamate C(C1=CC=CC=C1)N(C(OC(C)(C)C)=O)C\C=C\CC[C@H]1O[C@H]([C@@H]([C@@H]1O)O)N1C=C(C2=C1N=CN=C2Cl)Br